COC(C1=C(C=CC(=C1)C1=C[C@@H](OC2=CC=CC=C12)CN([C@H](C)C1=CC=CC2=CC=CC=C12)C(=O)OC(C)(C)C)C)=O.C1(=CC=CC=C1)OP(=O)(OC1=CC=CC=C1)[O-].C(C)(C)(C)C1=CC=C(C=C1)[P+](C1=CC=C(C=C1)C(C)(C)C)(C1=CC=C(C=C1)C(C)(C)C)C1=CC=C(C=C1)C(C)(C)C tetra-(p-tert-butylphenyl)phosphonium diphenyl-phosphate methyl-5-((R)-2-(((tert-butoxycarbonyl)((R)-1-(naphthalen-1-yl)ethyl)amino)methyl)-2H-chromen-4-yl)-2-methylbenzoate